1-(2,3-dichloro-6-hydroxyphenyl)piperidine-3-carboxylic acid ClC1=C(C(=CC=C1Cl)O)N1CC(CCC1)C(=O)O